tert-Butyl (4-(8-amino-3-(5-methyl-1,2,4-oxadiazol-3-yl)imidazo[1,5-a]pyrazin-1-yl)-2-methoxyphenyl)carbamate NC=1C=2N(C=CN1)C(=NC2C2=CC(=C(C=C2)NC(OC(C)(C)C)=O)OC)C2=NOC(=N2)C